(3S,4R)-3-fluoro-1-(4-(5-isopropyl-8-((2R,3S)-2-methyl-3-(methylsulfonylmethyl)azetidin-1-yl)-2,7-naphthyridin-3-ylamino)pyrimidin-2-yl)-4-methylpiperidin-4-ol F[C@H]1CN(CC[C@]1(O)C)C1=NC=CC(=N1)NC=1N=CC2=C(N=CC(=C2C1)C(C)C)N1[C@@H]([C@H](C1)CS(=O)(=O)C)C